CN1C(C(C(C(=C1)C)=O)NC(N[C@@H](CC(=O)O)C=1C=C(C=CC1)C1=C(C=CC(=C1)OC)C)=O)=O (S)-3-(3-(1,5-dimethyl-4-oxo-2-oxo-1,2-dihydropyridin-3-yl)ureido)-3-(5'-methoxy-2'-methylbiphenyl-3-yl)propanoic acid